2-(2-(1-(2-(methylthio)propanoyl)piperidin-2-yl)-1H-imidazol-5-yl)benzonitrile CSC(C(=O)N1C(CCCC1)C=1NC(=CN1)C1=C(C#N)C=CC=C1)C